N2-ethyl-5-fluoropyrimidine-2,4-diamine C(C)NC1=NC=C(C(=N1)N)F